N,N-bis[2-(3-(methacryloyloxy)propanamido)ethyl]-N-methylhexadecyl-ammonium iodide [I-].C(C(=C)C)(=O)OCCC(=O)NCC[N+](C)(CCNC(CCOC(C(=C)C)=O)=O)CCCCCCCCCCCCCCCC